N1=CN=C(C=C1)C1=NN=C2N1C1=C(C=NC2)C=CC=C1 1-pyrimidin-4-yl-4H-[1,2,4]triazolo[4,3-a][1,4]benzodiazepine